(S)-2-(4-Amino-1,2,5-oxadiazol-3-carboxamido)-N1-(1-(2-(bicyclo[1.1.1]pentan-1-ylamino)-2-oxoethyl)-2-oxo-1,2-dihydropyridin-3-yl)-N6-methyl-5-oxohexandiamid NC=1C(=NON1)C(=O)N[C@H](C(=O)NC=1C(N(C=CC1)CC(=O)NC12CC(C1)C2)=O)CCC(C(=O)NC)=O